N[C@@H]1C[C@@H](CCC1)CN1C(C2=CC(=C(C=C2C1)Br)F)=O 2-[[(1R,3S)-3-aminocyclohexyl]methyl]-5-bromo-6-fluoro-isoindolin-1-on